OO.[NH4+] Ammonium hydrogenPeroxide